(4-oxo-4H-quinolin-1-yl)-acetyl-(4-methylsulfonylbenzylidene)hydrazine O=C1C=CN(C2=CC=CC=C12)N(N=CC1=CC=C(C=C1)S(=O)(=O)C)C(C)=O